(E)-3-(4-cyanophenyl)acrylic acid C(#N)C1=CC=C(C=C1)/C=C/C(=O)O